O[C@@H]1C[C@H](CC1)C(=O)OCC trans-ethyl 3-hydroxy-cyclopentanecarboxylate